2-(4-(aminomethyl)-3,5-difluorophenyl)-N-(3-(piperidin-1-yl)propyl)benzo[d]imidazo[2,1-b]thiazole-7-carboxamide hemi-formate C(=O)O.NCC1=C(C=C(C=C1F)C=1N=C2SC3=C(N2C1)C=CC(=C3)C(=O)NCCCN3CCCCC3)F.NCC3=C(C=C(C=C3F)C=3N=C1SC2=C(N1C3)C=CC(=C2)C(=O)NCCCN2CCCCC2)F